methyl thymyl carbonate C(OC)(OC1=CC(C)=CC=C1C(C)C)=O